9-allyltheophylline C(C=C)N1C=2N(C(N(C)C(C2N=C1)=O)=O)C